C(C1=CC=CC=C1)C=1C(=NC=C(N1)C1=C(C(=CC=C1)O[Si](C)(C)C(C)(C)C)F)N\C(\C(=O)OC(C)(C)C)=C/C=1SC=CC1 Tert-butyl (Z)-2-((3-benzyl-5-(3-((tert-butyldimethylsilyl)oxy)-2-fluorophenyl)pyrazin-2-yl)amino)-3-(thiophen-2-yl)acrylate